S(=O)(=O)(O)CCCCN1CN(C=C1)C 1-(4-sulfobutyl)-3-methylimidazol